6-(hydroxymethyl)-4-(2-methoxyphenyl)pyridine-3-carboxylic acid OCC1=CC(=C(C=N1)C(=O)O)C1=C(C=CC=C1)OC